N-(aminoethyl)-Aminopropyltrimethoxysilane NCCNCCC[Si](OC)(OC)OC